(5-(thiophen-2-yl)-1H-pyrazol-3-yl)methylamine S1C(=CC=C1)C1=CC(=NN1)CN